C(CCCCCCCCCCCCCCCCC)NC(OCC(COC(NCCCCCCCCCCCCCCCCCC)=O)(COC(NCCCCCCCCCCCCCCCCCC)=O)NC(CCN(C)C)=O)=O 2-(3-(dimethylamino)propanamido)-2-(((octadecylcarbamoyl)oxy)methyl)-propane-1,3-diyl bis(octadecylcarbamate)